C(=O)[C@@H]1CN(CCO1)C(=O)OC(C)(C)C tert-butyl (S)-2-formylmorpholine-4-carboxylate